FC1=CC=C(C=C1)CNC1=CC(=NN1C(=O)C1=COC=C1C)C1CN(CCC1C(F)(F)F)C(=O)N1CC(CC1)O 1-[3-(5-{[(4-fluorophenyl)methyl]amino}-1-(4-methylfuran-3-carbonyl)-1H-pyrazol-3-yl)-4-(trifluoromethyl)piperidine-1-carbonyl]pyrrolidin-3-ol